CN(C1=CC=CC=2C=3C(CN(C3C=CC21)C(=O)OC(C)(C)C)C)C tert-butyl 6-(dimethylamino)-1-methyl-1,2-dihydro-3H-benzo[e]indole-3-carboxylate